The molecule is an organic heterobicyclic compound that is 2,3,4,5-tetrahydro-1H-1,4-benzodiazepine which has been substituted by a carboxy group at position 3 and by oxo groups at positions 2 and 5. It is a 1,4-benzodiazepinone, a monocarboxylic acid, an organic heterobicyclic compound and a lactam. C1=CC=C2C(=C1)C(=O)NC(C(=O)N2)C(=O)O